C12C(C(C(CC1)N2)O)O 7-azabicyclo[2.2.1]Heptane-2,3-diol